7-(1-acryloylazetidin-3-yl)-2-(4-chlorophenyl)-4,5,6,7-tetrahydropyrazolo[1,5-a]pyrimidine-3-carboxamide C(C=C)(=O)N1CC(C1)C1CCNC=2N1N=C(C2C(=O)N)C2=CC=C(C=C2)Cl